4,2':6',4''-terpyridine N1=CC=C(C=C1)C1=NC(=CC=C1)C1=CC=NC=C1